[(3R,4S,5S)-2-acetoxy-4-hydroxy-5-(hydroxymethyl)-5-[2-[2-(2-triiso-propylsilyloxyethoxy)ethoxy]ethoxymethyl]-tetrahydrofuran-3-yl] acetate C(C)(=O)O[C@H]1C(O[C@]([C@H]1O)(COCCOCCOCCO[Si](C(C)C)(C(C)C)C(C)C)CO)OC(C)=O